FC(OC1=CC2=C(N=C(O2)C2=C(C(=CC=C2)C2=C(C(=CC=C2)N2CCC(CC2)N2CCCC2)C)C)C=C1CN1[C@@H](CCC1)C(=O)OC)F methyl (2S)-1-[[6-(difluoromethoxy)-2-[2-methyl-3-[2-methyl-3-(4-pyrrolidin-1-yl-1-piperidyl)phenyl]phenyl]-1,3-benzoxazol-5-yl]methyl]pyrrolidine-2-carboxylate